3-(5-(((R)-1-((2,4-dimethylthiazol-5-yl)methyl)pyrrolidin-3-yl)oxy)-1-oxoisoindolin-2-yl)piperidine-2,6-dione CC=1SC(=C(N1)C)CN1C[C@@H](CC1)OC=1C=C2CN(C(C2=CC1)=O)C1C(NC(CC1)=O)=O